CC1=CC=C(C=C1)S(=O)(=O)NN=CC1=C(C=CC=C1)C(C)(C)C tert-Butylbenzaldehyde p-toluenesulfonylhydrazone